N-(2,6-dimethyl-2H-indazol-5-yl)-4-((3R,5S)-3,5-dimethylpiperazin-1-yl)-2,3-dihydro-1H-pyrrolo[2,3-b]pyridine-1-carboxamide 2,2,2-trifluoroacetate FC(C(=O)O)(F)F.CN1N=C2C=C(C(=CC2=C1)NC(=O)N1CCC=2C1=NC=CC2N2C[C@H](N[C@H](C2)C)C)C